N,N-bis(2-propoxyethyl)-2,6-diethylaniline C(CC)OCCN(C1=C(C=CC=C1CC)CC)CCOCCC